OC1COC2=C(O1)C=CC=C2N2C(CNCC2)O 2-Hydroxy-5-(2-hydroxypiperazin-1-yl)-2,3-dihydro-1,4-benzodioxine